C(C(CC)=N)=O butan-1-one-2-imine